COC(=O)C1CCC(CC1)N1C(NC=2C=NC=CC21)=O 4-(2-oxo-3H-imidazo[4,5-c]pyridin-1-yl)cyclohexanecarboxylic acid methyl ester